FC(OC=1C=2N(C=CC1)N=C(C2)[C@@H]2N(CCC1=C2N=CN1)C1=NC=CC=N1)F (R)-4-(4-(difluoromethoxy)pyrazolo[1,5-a]pyridin-2-yl)-5-(pyrimidin-2-yl)-4,5,6,7-tetrahydro-1H-imidazo[4,5-c]pyridine